C(C)OC1=C(O[C@H]2CN(CCC2)C2=CN=CC(=N2)NC(=O)C2=CC=C(C=C2)C(C(=O)O)(C)C)C=CC=C1 (R)-2-(4-((6-(3-(2-ethoxyphenoxy)piperidin-1-yl)pyrazin-2-yl)carbamoyl)phenyl)-2-methyl-propanoic acid